C(C1=CC=CC=C1)OC(=O)N(CCC(CCC(C(=O)O)C1=C(C(=CC=C1)Br)F)(C)C)C 7-(((Benzyloxy)carbonyl)(methyl)amino)-2-(3-bromo-2-fluorophenyl)-5,5-dimethylheptanoic acid